C(CC)N([C@@H](C)C(=O)O)CCC N,N-dipropyl-L-alanine